C(C)(C)NS(=O)(=O)C1=CC=C(C=C1)C1=CC=C(C=C1)OCC#C N-isopropyl-4'-propargyloxy-4-biphenyl-sulfonamide